(R)-7-Methyl-2-(5-methyl-5,6,7,8-tetrahydro-1,6-naphthyridine-6-carbonyl)-1H-benzo[d]imidazole-6-carbonitrile CC1=C(C=CC2=C1NC(=N2)C(=O)N2[C@@H](C=1C=CC=NC1CC2)C)C#N